OC1=C(C=C(C=C1CCC)C(C)(C)C1=CC(=C(C(=C1)CCC)O)CCC)CCC 2,2-bis(4-hydroxy-3,5-dipropylphenyl)propane